(3R)-3-amino-8-fluoro-5-[(4-fluorophenyl)methyl]-1,1-dioxo-7-[5-(1,2,2,2-tetrafluoro-1-methoxy-ethyl)-1,2,4-oxadiazol-3-yl]-2,3-dihydro-1λ6,5-benzothiazepin-4-one N[C@H]1CS(C2=C(N(C1=O)CC1=CC=C(C=C1)F)C=C(C(=C2)F)C2=NOC(=N2)C(C(F)(F)F)(OC)F)(=O)=O